Cl.NC=1SC(CCN1)C 2-amino-5,6-dihydro-6-methyl-4H-1,3-thiazine hydrochloride